5-(methoxymethyl)isoxazole-3-carbohydrazide COCC1=CC(=NO1)C(=O)NN